(19R)-3-ethyl-16-fluoro-10,19-dimethyl-5,20-dioxa-4,9,10,11,23-pentaazapentacyclo[19.3.1.02,6.08,12.013,18]pentacosa-1(24),2(6),3,8,11,13,15,17,21(25),22-decaen-22-amine C(C)C=1C=2C3=CN=C(C(O[C@@H](C4=CC(=CC=C4C4=NN(N=C4CC2ON1)C)F)C)=C3)N